Tetramethyl-thiourea CN(C(N(C)C)=S)C